N-cyclopentyl-2-(3-{[4-(pyridazin-3-yl)phenyl]amino}phenyl)-1H-benzo[d]imidazol-6-carboxamide C1(CCCC1)NC(=O)C=1C=CC2=C(NC(=N2)C2=CC(=CC=C2)NC2=CC=C(C=C2)C=2N=NC=CC2)C1